1,3-undecanediol C(CC(CCCCCCCC)O)O